2-(2-(dimethylamino)ethyl)-6-(3-methoxyphenyl)pyridazin-3(2H)-one hydrochloride Cl.CN(CCN1N=C(C=CC1=O)C1=CC(=CC=C1)OC)C